(S)-2-(4-(6-((5-cyano-3-fluorothiophen-2-yl)methoxy)pyridin-2-yl)-2,5-difluorobenzyl)-1-(oxetan-2-ylmethyl)-1H-benzo[d]imidazole-6-carboxylic acid C(#N)C1=CC(=C(S1)COC1=CC=CC(=N1)C1=CC(=C(CC2=NC3=C(N2C[C@H]2OCC2)C=C(C=C3)C(=O)O)C=C1F)F)F